C1(CCCCC1)[Si](NCC)(NCC)C1CCCCC1 dicyclohexylbis(ethylamino)silane